3-[4-(Chloromethyl)phenyl]oxetan-3-ol ClCC1=CC=C(C=C1)C1(COC1)O